C(C)(C)OC=1C=CC(=NC1)C1=NSC(=N1)NC1=NC=C(C#N)C=C1C 6-(3-(5-isoprop-oxypyridin-2-yl)-1,2,4-thiadiazol-5-ylamino)-5-methyl-nicotinonitrile